C(C)(C)(C)C=1C=C(C=C(C1O)C(C)(C)C)CCC1=NC(=NC(=N1)CCC1=CC(=C(C(=C1)C(C)(C)C)O)C(C)(C)C)CCC1=CC(=C(C(=C1)C(C)(C)C)O)C(C)(C)C 2,4,6-tris-(3,5-di-tert-butyl-4-hydroxyphenylethyl)-1,3,5-triazine